Oxetane-2,2-dicarboxylic acid diethyl ester C(C)OC(=O)C1(OCC1)C(=O)OCC